C(C)(C)(C)OC(N[C@@H]1[C@H]2C[C@@H]([C@@H](C1)O2)NC(COC2=CC(=C(C=C2)Cl)F)=O)=O |r| (rac-(1R,2S,4R,5S)-5-(2-(4-chloro-3-fluorophenoxy)acetamido)-7-oxabicyclo[2.2.1]hept-2-yl)carbamic acid tert-butyl ester